FC=1C(=NNC1)C(=O)O 4-fluoro-1H-pyrazole-3-carboxylic acid